N1(CCCCC1)S(=O)(=O)C1=CC=C(C=C1)CNC(=O)C1=CC=2C=NC=CC2O1 N-{[4-(piperidine-1-sulfonyl)phenyl]methyl}furo[3,2-c]pyridine-2-carboxamide